11-(3-hydroxyphenyl)-3,8,8,11-tetramethyl-3,6,7,8,9,11-hexahydro-10H-benzo[b]pyrazolo[4,3-f][1,8]naphthyridin-10-one OC=1C=C(C=CC1)C1(C2=C(NC3=NC=C4C(=C13)C=NN4C)CC(CC2=O)(C)C)C